BrC1=C(C=CC(=C1)OC(F)(F)F)NC1=C(C(=O)O)C=C(C=N1)C(F)(F)F ((2-bromo-4-(trifluoromethoxy)phenyl)amino)-5-(trifluoromethyl)nicotinic acid